(8-phenyldibenzo[b,d]furan-1-yl)boronic acid C1(=CC=CC=C1)C=1C=CC2=C(C3=C(O2)C=CC=C3B(O)O)C1